1-(3-chloro-4-(methylsulfonyl)phenyl)thiourea ClC=1C=C(C=CC1S(=O)(=O)C)NC(=S)N